ClC1=NC=C(C(=C1)NC1CCC(CC1)NCCF)C1=NN(C=C1)C(F)F (1s,4s)-N1-(2-chloro-5-(1-(difluoromethyl)-1H-pyrazol-3-yl)pyridin-4-yl)-N4-(2-fluoroethyl)cyclohexane-1,4-diamine